FC(C1=C(C(=NN1C)C(F)(F)F)CS(=O)(=O)C1=NOC(C1)(C)C)F 3-({[5-(difluoromethyl)-1-methyl-3-(trifluoromethyl)-1H-pyrazol-4-yl]methyl}sulfonyl)-5,5-dimethyl-4,5-dihydro-1,2-oxazole